2,4,6-trismercapto-s-triazine SC1=NC(=NC(=N1)S)S